C(CCCCCCCC)OC1=CC(=CC=C1C)C(C)C O-nonyl-carvacrol